OC(C)(C)C1=CC=C(C=N1)C=1N=C2C(=NC1)NC(CN2CCCOC)=O 6-(6-(2-hydroxypropan-2-yl)pyridin-3-yl)-4-(3-methoxypropyl)-3,4-dihydropyrazino[2,3-b]pyrazin-2(1H)-one